tert-butyl 4-{[6-bromo-2-fluoro-3-(2,2,2-trifluoroacetamido)phenyl](hydroxy)methyl}piperidine-1-carboxylate BrC1=CC=C(C(=C1C(C1CCN(CC1)C(=O)OC(C)(C)C)O)F)NC(C(F)(F)F)=O